(2-aminobenzo[d]thiazol-6-yl)-1-[2-(N,N-diethylamino)ethyl]-3-(4-chlorophenyl)urea NC=1SC2=C(N1)C=CC(=C2)N(C(=O)NC2=CC=C(C=C2)Cl)CCN(CC)CC